Cl.C(C1=CC=CC=C1)NC(C(=O)OC)C methyl 2-(benzylamino)propanoate hydrochloride